OC[C@@H](C)NC(=O)C=1C=C2C=C(N=C(C2=CC1)N1CCC(CC1)C(F)(F)F)C(F)(F)F (R)-N-(1-hydroxypropan-2-yl)-3-(trifluoromethyl)-1-(4-(trifluoromethyl)piperidin-1-yl)isoquinoline-6-carboxamide